1-(5-fluoro-2-pyridinyl)piperazine FC=1C=CC(=NC1)N1CCNCC1